C(C)(C)(C)OC(=O)N1CC(C(C1)C(F)(F)F)CF 3-(fluoromethyl)-4-(trifluoromethyl)pyrrolidine-1-carboxylic acid tert-butyl ester